N-(2-(3-aminopropanamido)ethyl)-4-((3-(1-(cyanomethyl)-3-(trifluoromethyl)-1H-pyrazol-4-yl)imidazo[1,2-a]pyrazin-8-yl)amino)-2-ethylbenzamide NCCC(=O)NCCNC(C1=C(C=C(C=C1)NC=1C=2N(C=CN1)C(=CN2)C=2C(=NN(C2)CC#N)C(F)(F)F)CC)=O